2,7-dibromo-9,10-phenanthrenedione BrC1=CC=2C(C(C3=CC(=CC=C3C2C=C1)Br)=O)=O